N-(5,6-difluoro-2,3-dihydro-1H-inden-2-yl)-5-(5-(3-(1-methyl-1H-1,2,3-triazol-5-yl)azetidin-1-yl)-1,3,4-oxadiazol-2-yl)pyrimidin-2-amine FC=1C=C2CC(CC2=CC1F)NC1=NC=C(C=N1)C=1OC(=NN1)N1CC(C1)C1=CN=NN1C